C(#N)C1=NC2=CC(=CC(=C2N=C1N1CCC(CC1)F)C(C)NC1=C(C(=O)O)C=CC=C1)F 2-((1-(2-cyano-7-fluoro-3-(4-fluoropiperidin-1-yl)quinoxalin-5-yl)ethyl)amino)benzoic acid